1'-((3,6-difluoro-4-oxo-4,5-dihydropyrrolo[1,2-a]quinoxalin-7-yl)methyl)-2-fluoro-N-(3-fluorocyclobutyl)-1',2',3',6'-tetrahydro-[3,4'-bipyridine]-6-carboxamide FC=1C=CN2C1C(NC1=C(C(=CC=C21)CN2CCC(=CC2)C=2C(=NC(=CC2)C(=O)NC2CC(C2)F)F)F)=O